NC=1OC2=CC=C(C=C2C(C1C=O)=O)Cl 2-AMINO-6-CHLORO-3-FORMYLCHROMONE